1-hydroxy-6-(octyloxy)-2(1H)-Pyridinone ON1C(C=CC=C1OCCCCCCCC)=O